(S)-2-((5-(pyridin-4-yl)pyrimidin-2-yl)amino)-9-(5,6,7,8-tetrahydro-1,8-naphthyridin-2-yl)nonanoic acid N1=CC=C(C=C1)C=1C=NC(=NC1)N[C@H](C(=O)O)CCCCCCCC1=NC=2NCCCC2C=C1